C(#N)C1=CC=C(C=C1)C=1N=C2C(=NC1)N=C(S2)NC(=O)C=2C=NC(=CC2C2=C(C=CC=C2)OC)C N-(6-(4-cyanophenyl)thiazolo[4,5-b]pyrazin-2-yl)-4-(2-methoxyphenyl)-6-methylpyridine-3-carboxamide